2-(4-fluorophenoxy)acetyl chloride FC1=CC=C(OCC(=O)Cl)C=C1